argon, sodium salt [Na].[Ar]